BrC=1C(N(C(C1Br)=O)CC1=C(C=C(C=C1)OC)OC)=O 3,4-dibromo-1-(2,4-dimethoxybenzyl)-1H-pyrrole-2,5-dione